C(C)NNS(=O)=O N-ethylamino-sulfonic acid amide